1-((2R,5S)-4-(6-chloro-7-(3-cyclopropyl-5-methyl-1H-indazol-4-yl)-8-fluoro-2-(((R)-4-methylmorpholin-2-yl)methoxy)quinazolin-4-yl)-2,5-dimethylpiperazin-1-yl)prop-2-en-1-one ClC=1C=C2C(=NC(=NC2=C(C1C1=C2C(=NNC2=CC=C1C)C1CC1)F)OC[C@H]1CN(CCO1)C)N1C[C@H](N(C[C@@H]1C)C(C=C)=O)C